1,4-Bis[bis(3-amino-propyl)amino]butane NCCCN(CCCCN(CCCN)CCCN)CCCN